N[C@@H](CO)C(=O)N1[C@@H](CCC1)C(=O)N[C@@H](CC1=CC=CC=C1)C(=O)O L-serinyl-L-prolyl-L-phenylalanine